tert-butyl (R)-(1-(3-(4-((5-chloro-3-fluoropyridin-2-yl)oxy)phenyl)-1,2,4-oxadiazol-5-yl)-3-hydroxypropan-2-yl)carbamate ClC=1C=C(C(=NC1)OC1=CC=C(C=C1)C1=NOC(=N1)C[C@H](CO)NC(OC(C)(C)C)=O)F